C1=C(C=CC2=CC(=CC=C12)C(=O)F)C(=O)F naphthalene-2,6-dicarbonyl difluoride